NC1=C2C(=NC=N1)N(N=C2C2=CC=C(C=C2)CNC(C2=C(C=CC=C2)C(C)C)=O)C2CCCC2 N-[[4-(4-amino-1-cyclopentyl-pyrazolo[3,4-D]pyrimidin-3-yl)phenyl]methyl]-2-isopropyl-benzamide